Homoglutamine N[C@@H](CCCC(N)=O)C(=O)O